2-(2-((2-(diethylamino)ethyl)amino)-2-oxoethyl)-2-hydroxysuccinic acid C(C)N(CCNC(CC(C(=O)O)(CC(=O)O)O)=O)CC